C1(=CC=CC=C1)C1=NN=C(O1)C1NS(OC2=C1C=CC=C2)(=O)=O 4-(5-phenyl-1,3,4-oxadiazol-2-yl)-3,4-dihydrobenzo[e][1,2,3]oxathiazine 2,2-dioxide